(S)-1-((3-iodo-5-methyl-2-((4-methylphenyl)sulfonamido)phenyl)sulfonyl)-N-(1-methyl-2-oxo-1,2-dihydropyridin-4-yl)azetidine-2-carboxamide IC=1C(=C(C=C(C1)C)S(=O)(=O)N1[C@@H](CC1)C(=O)NC1=CC(N(C=C1)C)=O)NS(=O)(=O)C1=CC=C(C=C1)C